FC12CC(C1)(C2)C=CCCCCCCCC(=O)O 10-[3-fluoro-bicyclo[1.1.1]pent-1-yl]dec-9-enoic acid